4'-chlorobiphenyl-3-carbonyl chloride ClC1=CC=C(C=C1)C1=CC(=CC=C1)C(=O)Cl